N-maleimidocaproyl-valyl-citrullyl-p-aminobenzylcarbamate C1(C=CC(N1CCCCCC(=O)N[C@@H](C(C)C)C(=O)N[C@@H](CCCNC(=O)N)C(=O)OC(NCC1=CC=C(C=C1)N)=O)=O)=O